OI1(OC(C2=C1C=CC=C2)=O)=O 1-Hydroxy-1λ5,2-benziodoxole-1,3-dione